F[B-](F)(F)F.C(C)(C)(C)P(CCCCCC)C(C)(C)C di(tert-butyl)(n-hexyl)phosphine tetrafluoroborate